FC(CCCC1CCC(CC1)C1CCC(CC1)C(=O)SC1=CC=C(C=C1)/C=C/C(=O)O)(F)F (E)-3-(4-((4'-(4,4,4-trifluorobutyl)-[1,1'-bi(cyclohexane)]-4-carbonyl)thio)phenyl)acrylic acid